2-(2-adamantyl)-N-[2-[(3-methoxyphenyl)methyl]-1H-benzimidazol-5-yl]acetamide hexyl-methacrylate C(CCCCC)OC(C(=C)C)=O.C12C(C3CC(CC(C1)C3)C2)CC(=O)NC2=CC3=C(NC(=N3)CC3=CC(=CC=C3)OC)C=C2